OC(COCCCCCCCCCC)C 2-hydroxypropyl-decyl ether